C1(CC1)C=1C=CC(=C(C1)B(O)O)F 5-cyclopropyl-2-fluorophenyl-boronic acid